CC(CCC(=O)O)CCCC(CCCC)C 4,8-dimethyldodecanoic acid